Cl.CC1(CCC(CC1)N(C(C(C)(C)C)=O)C1CC(NC1)C(=O)O)C 4-(N-(4,4-dimethylcyclohexyl)pivalamido)pyrrolidine-2-carboxylate hydrochloride